tert-butyl 3-(4-amino-3-(4-((5-fluoro-2-methoxybenzamido)methyl) phenyl)-1H-pyrazolo[3,4-d]pyrimidin-1-yl)azetidine-1-carboxylate NC1=C2C(=NC=N1)N(N=C2C2=CC=C(C=C2)CNC(C2=C(C=CC(=C2)F)OC)=O)C2CN(C2)C(=O)OC(C)(C)C